6-chloro-9-(naphthalene-1-yl)-8-(naphthalene-2-yl)-9H-purine ClC1=C2N=C(N(C2=NC=N1)C1=CC=CC2=CC=CC=C12)C1=CC2=CC=CC=C2C=C1